2-mercapto-4,6-dimethoxypyrimidine SC1=NC(=CC(=N1)OC)OC